ClC=1N=CC2=C(N1)N(C(=C2)C)C2CCCC2 2-chloro-7-cyclopentyl-6-methyl-7H-pyrrolo[2,3-d]pyrimidine